C(C)(C)(C)OC(=O)N1CCC(CC1)(C1=C(C=CC=C1)C(F)(F)F)N 4-Amino-4-(2-(trifluoromethyl)phenyl)piperidine-1-carboxylic acid tert-butyl ester